FC1=CC=C(C=C1)N1N=CC2=CC(=C(C=C12)C)C1CCN(CC1)S(=O)(=O)C 1-(4-fluorophenyl)-6-methyl-5-(1-(methylsulfonyl)piperidin-4-yl)-1H-indazole